C1(CCCC1)N(S(=O)(=O)NC(=O)C1=CC(=C(C(=O)O)C=C1)F)C 4-((N-cyclopentyl-N-methylsulfamoyl)carbamoyl)-2-fluorobenzoic acid